spiro[pyrrolidine-3,1'-pyrrolo[3,4-c]pyridine]-2,3'(2'H)-dione C12(NC(C=3C=NC=CC31)=O)C(NCC2)=O